9-benzyl-1,4,7-triazacyclodecane-8,10-dione C(C1=CC=CC=C1)C1C(NCCNCCNC1=O)=O